mercaptomethyltrimethoxysilane SC[Si](OC)(OC)OC